ClC=1C=CC(=C(C(=O)NC2=C(C=NC=C2)Cl)C1)[N+](=O)[O-] 5-chloro-N-(3-chloropyridin-4-yl)-2-nitrobenzamide